(2-methoxyphenyl)(phenyl)phosphine oxide lithium [Li].COC1=C(C=CC=C1)P(C1=CC=CC=C1)=O